ClC1=CC(=CC=2NC3=CC(=CC=C3C(C12)(C)C)N1CCNCC1)Cl 1,3-dichloro-9,9-dimethyl-6-(piperazin-1-yl)-9,10-dihydroacridine